[Na+].P(=O)([O-])([O-])OC[C@@H]1[C@H]([C@H]([C@@H](O1)N1C=NC=2C(N)=NC=NC12)O)O.[Na+] adenosine monophosphate sodium salt